ClC1=C(C(=O)NC2=CC(=C(C=C2)N2CCNCC2)C)C=CC(=C1)C=1CCNCC1 2-chloro-N-(3-methyl-4-(piperazin-1-yl)phenyl)-4-(1,2,3,6-tetrahydropyridin-4-yl)benzamide